O=C1N(C(C=C1)=O)C1=CC=C(C(=O)N2CCN(CC2)CCOCCOCCOCCC(=O)O)C=C1 3-(2-(2-(2-(4-(4-(2,5-dioxo-2,5-dihydro-1H-pyrrol-1-yl)benzoyl)piperazin-1-yl)ethoxy)ethoxy)ethoxy)propanoic acid